5-(4-hydroxy-3-methoxyphenyl)thiophene-2-carboxamide hydrochloride Cl.OC1=C(C=C(C=C1)C1=CC=C(S1)C(=O)N)OC